ClC1=C(OCC2=NC=CC(=C2)OC2CCN(CC2)CC2=NC3=C(N2CC2=CN=CN2CC)C=C(C=C3)C(=O)O)C=CC(=C1)Cl 2-{[4-({2-[(2,4-dichlorophenoxy)methyl]pyridin-4-yl}oxy)piperidin-1-yl]methyl}-1-[(1-ethyl-1H-imidazol-5-yl)methyl]-1H-1,3-benzodiazole-6-carboxylic acid